4-((pyridin-3-ylmethyl)amino)imidazo[1,5-a]pyrido[4,3-e]pyrazine-3-carboxylic acid N1=CC(=CC=C1)CNC=1C=2N(C3=C(N1)C=CN=C3)C=NC2C(=O)O